ClC1=CC=C(C=C1)C1NN=CC=C1 3-(4-chlorophenyl)-3H-diazine